C1(=CC=CC=C1)C(C1=CC=CC=C1)=[Zr](C1=C(C=CC=2C3=CC=C(C=C3CC12)C(C)(C)C)C(C)(C)C)C1(C=C(C=C1)C(C)(C)C)CC diphenylmethylene(1-ethyl-3-t-butyl-cyclopentadienyl)(2,7-di-t-butyl-fluorenyl)zirconium